C(C)(C)(C)OC(=O)N1CCN(CC1)C=1C=C2C(=CC=NC2=CC1)N[C@H](C)C1=C(C(=CC=C1)C(F)(F)F)C.ClC1=CC=C(C=C1)S(=O)(=O)NC1N(CCCC1)CCC1=CC=C(C=C1)[N+](=O)[O-] 4-chloro-N-[1-[2-(4-nitrophenyl)ethyl]-2-piperidinyl]benzenesulfonamide tert-butyl-(R)-4-(4-((1-(2-methyl-3-(trifluoromethyl)phenyl)ethyl)amino)quinolin-6-yl)piperazine-1-carboxylate